[2-(4-[3,8-diazabicyclo[3.2.1]oct-3-yl]-2,5-difluorophenyl)ethyl]-1-ethyl-1H-pyrrolo[2,3-b]pyridine-5-carboxamide C12CN(CC(CC1)N2)C2=CC(=C(C=C2F)CCC2=CC=1C(=NC=C(C1)C(=O)N)N2CC)F